Bis(2,6-dimethylbenzoyl)2,4,4-trimethylpentylphosphin oxid CC1=C(C(=O)P(CC(CC(C)(C)C)C)(C(C2=C(C=CC=C2C)C)=O)=O)C(=CC=C1)C